iron disulfate S(=O)(=O)([O-])OS(=O)(=O)[O-].[Fe+2]